ClC=1C=[N+](C=C(C1CC)Cl)[O-] 3,5-dichloro-4-ethylpyridine 1-oxide